FC=1C=CC(=NC1)C1=NNC=C1 5-fluoro-2-(1H-pyrazol-3-yl)pyridine